(S)-8-(4-tert-butyl-1-(2,4,6-trimethylphenyl)-4,5-dihydro-1H-imidazol-2-yl)quinoline C(C)(C)(C)[C@@H]1N=C(N(C1)C1=C(C=C(C=C1C)C)C)C=1C=CC=C2C=CC=NC12